isopropyl-phosphonium C(C)(C)[PH3+]